tris[4-(1,1-dimethylpropyl)phenyl] phosphite P(OC1=CC=C(C=C1)C(CC)(C)C)(OC1=CC=C(C=C1)C(CC)(C)C)OC1=CC=C(C=C1)C(CC)(C)C